isobutoxy-N-(1-(methylsulfonyl)piperidin-4-yl)-6-(1H-pyrazol-4-yl)-[1,2,4]triazolo[1,5-a]pyrazin-2-amine C(C(C)C)OC1=C(N=CC=2N1N=C(N2)NC2CCN(CC2)S(=O)(=O)C)C=2C=NNC2